C1(=CC=CC=C1)CC(=O)OCCCCCCCCC=C dec-9-en-1-yl 2-phenylacetate